1,3-diphenyl-4-(p-methylphenylsulfanyl)-1H-pyrazol-5-amine C1(=CC=CC=C1)N1N=C(C(=C1N)SC1=CC=C(C=C1)C)C1=CC=CC=C1